C(C)(C)(C)OC(=O)NC(C(=O)NCC1=CC=CC=C1)COC 2-t-butyloxycarbonylamino-N-benzyl-3-methoxypropionamide